2-fluoro-N-(6-(3-fluoro-2-(trifluoromethyl)phenyl)imidazo[1,2-a]pyridin-2-yl)cyclopropanecarboxamide FC1C(C1)C(=O)NC=1N=C2N(C=C(C=C2)C2=C(C(=CC=C2)F)C(F)(F)F)C1